ON1C(CC(CC1(C)C)OC(C1=CC(C(=O)OC2CC(N(C(C2)(C)C)O)(C)C)=CC=C1)=O)(C)C bis(1-oxyl-2,2,6,6-tetramethylpiperidin-4-yl)isophthalate